(E)-2-((hydroxyimino)methyl)-1-methyl-4-(4-fluorophenoxy)pyridin-1-ium iodide [I-].O\N=C\C1=[N+](C=CC(=C1)OC1=CC=C(C=C1)F)C